1-bromoethylene BrC=C